5-[2-(4,4-difluoropiperidin-1-yl)ethyl]-4-(trifluoromethyl)-1H-pyridin-2-one FC1(CCN(CC1)CCC=1C(=CC(NC1)=O)C(F)(F)F)F